FC1=C(C(=O)OC)C=CC(=C1)NC1=CC(=CC(=C1)C1CCCCC1)C1CCCCC1 methyl 2-fluoro-4-((3,5-dicyclohexylphenyl) amino)-benzoate